(S)-4-(7-(3-methyl-1H-pyrrolo[2,3-b]pyridin-5-yl)-5-(pyrrolidin-2-yl)-1,2,3,4-tetrahydroisoquinoline-2-carbonyl)benzonitrile CC1=CNC2=NC=C(C=C21)C2=CC(=C1CCN(CC1=C2)C(=O)C2=CC=C(C#N)C=C2)[C@H]2NCCC2